The molecule is a zwitterion that is derived from 1D-3-amino-1-guanidino-1,3-dideoxy-scyllo-inositol 6-phosphate by deprotonation of the phosphate OH groups and protonation of the amino and guanidino groups. It is a tautomer of a 1D-3-amino-1-guanidino-1,3-dideoxy-scyllo-inositol 6-phosphate. [C@@H]1([C@@H]([C@H]([C@@H]([C@H]([C@@H]1O)O)OP(=O)([O-])[O-])[NH+]=C(N)N)O)[NH3+]